1-((1,3,3-trimethylbicyclo[2.2.1]heptan-2-yl)oxy)butan-2-ol CC12C(C(C(CC1)C2)(C)C)OCC(CC)O